C(C)C1CC2CN3C1C(C1=C(CC3=O)C3=C(N1)C=CC(=N3)OC)C2 racemic-7-ethyl-2-methoxy-5,6,6a,7,8,9,10,13-octahydro-12H-6,9-methanopyrido[1,2-a]pyrido[2',3':4,5]pyrrolo[2,3-d]azepin-12-one